N-((R)-6-(7,7-difluoro-2-((2R,3R)-2-(fluoromethyl)-3-hydroxyazetidin-1-yl)-6,7-dihydro-5H-cyclopenta[d]pyrimidin-4-yl)-2,3-dihydrobenzofuran-3-yl)methanesulfonamide FC1(CCC2=C1N=C(N=C2C2=CC1=C([C@H](CO1)NS(=O)(=O)C)C=C2)N2[C@H]([C@@H](C2)O)CF)F